O1CCN(CC1)CC1=CC=C(C=C1)C#CC1=CC=C(C=C1)C1=NOC(=C1)CN1C(=NC=C1)[C@H](C)O (S)-1-(1-((3-(4-((4-(morpholinomethyl)phenyl)ethynyl)phenyl)isoxazol-5-yl)methyl)-1H-imidazol-2-yl)ethan-1-ol